(2,4-dichlorobenzylidene)-2,4-thiazolidinedione ClC1=C(C=C2C(NC(S2)=O)=O)C=CC(=C1)Cl